1-(4-isobutoxy-3-isopropylphenyl)-1H-benzo[d][1,2,3]triazole-5-carboxylic acid C(C(C)C)OC1=C(C=C(C=C1)N1N=NC2=C1C=CC(=C2)C(=O)O)C(C)C